C(C1=CC=CC=C1)OC1=C(C2=CC=CC=C2C=C1)C1=C(C=CC=C1)P(C1=CC=C(C=C1)OC)C1=CC=C(C=C1)OC (-)-(2-(2-(Benzyloxy)naphthalen-1-yl)phenyl)bis(4-methoxyphenyl)phosphane